1-(4-Fluoro-2-methylphenyl)-3-(2-methyl-6-oxo-1,6-dihydropyridin-3-yl)-7-(trifluoromethyl)-2,3-dihydropyrimido[4,5-d]pyrimidin-4(1H)-one FC1=CC(=C(C=C1)N1CN(C(C=2C1=NC(=NC2)C(F)(F)F)=O)C2=C(NC(C=C2)=O)C)C